2,6-dimethyl-2,3-dihydro-1H-inden-1-amine CC1C(C2=CC(=CC=C2C1)C)N